tert-Butyl (3S,4R)-4-amino-3-(3-bromo-2-fluorobenzyl)-5-fluoro-2-azabicyclo[3.1.1]heptane-2-carboxylate N[C@@H]1[C@@H](N(C2CC1(C2)F)C(=O)OC(C)(C)C)CC2=C(C(=CC=C2)Br)F